4,7-dihydrothieno[3,2-c]pyridin-6(5H)-one S1C=CC=2CNC(CC21)=O